2-(4-amino-1H-indol-1-yl)acetic acid NC1=C2C=CN(C2=CC=C1)CC(=O)O